ClC1=C(C=C(C=C1OC)OC)C1=CC2=C(N=C(N=C2)NC2=CC=C(C=C2)N2CCC(CC2)NC)N2C1=NN=C2 6-(2-chloro-3,5-dimethoxyphenyl)-N-(4-(4-methylaminopiperidin-1-yl)phenyl)-[1,2,4]triazolo[4',3':1,6]pyrido[2,3-d]pyrimidin-2-amine